Dodeca-2,4,6,8,10-pentaenoic acid C(C=CC=CC=CC=CC=CC)(=O)O